7-(4-chlorobenzyl)-8-(1-fluoro-3-phenylcyclobutyl)-1-(3-hydroxypropyl)-3-methyl-3,7-dihydro-1H-purine-2,6-dione ClC1=CC=C(CN2C(=NC=3N(C(N(C(C23)=O)CCCO)=O)C)C2(CC(C2)C2=CC=CC=C2)F)C=C1